boron isophthalic acid C(C1=CC(C(=O)O)=CC=C1)(=O)O.[B]